(R)-N-(1-(2-chloro-3-methylphenyl)-1,4,5,7-tetrahydropyrano[3,4-c]pyrazol-4-yl)-4-ethyl-5-methyl-1H-pyrazole-3-carboxamide ClC1=C(C=CC=C1C)N1N=CC2=C1COC[C@@H]2NC(=O)C2=NNC(=C2CC)C